(exo)-7-cyano-N-(4-(3-(trifluoromethyl)phenyl)-1,3-thiazol-2-yl)-7-azabicyclo[2.2.1]heptan-2-carboxamide C(#N)N1C2C(CC1CC2)C(=O)NC=2SC=C(N2)C2=CC(=CC=C2)C(F)(F)F